NC1=NC=CC=C1C1=NC=2C(=NC(=CC2)C2=NC(=CN=C2)OC)N1C=1C=C2CC[C@@H](C2=CC1)NC(C1=CC(=C(C=C1)O)C=O)=O N-[(1S)-5-[2-(2-aminopyridin-3-yl)-5-(6-methoxypyrazin-2-yl)imidazo[4,5-b]pyridin-3-yl]-2,3-dihydro-1H-inden-1-yl]-3-formyl-4-hydroxybenzamide